CSSCCCCCCCCCC decyl methyl disulfide